5-cyano-3,4-dimethyl-N-(3-(oxazol-5-yl)-1H-indazol-5-yl)picolinamide C(#N)C=1C(=C(C(=NC1)C(=O)NC=1C=C2C(=NNC2=CC1)C1=CN=CO1)C)C